2-iodo-4-methoxy-1,3-dimethylbenzene IC1=C(C=CC(=C1C)OC)C